(5S,8R)-N-(3-chloro-4-(trifluoromethyl)phenyl)-2-phenyl-6,7,8,9-tetrahydro-5H-5,8-epimino-cyclohepta[d]pyrimidine-10-carboxamide ClC=1C=C(C=CC1C(F)(F)F)NC(=O)N1[C@H]2CC[C@@H]1CC=1N=C(N=CC12)C1=CC=CC=C1